C(C)(C)(C)NC(C(F)(F)F)C1=CC=C(C=C1)NC([C@H](CC1=CC=CC=C1)NC(OC(C)(C)C)=O)=O tert-butyl (2S)-1-(4-(1-(tert-butylamino)-2,2,2-trifluoroethyl)phenylamino)-1-oxo-3-phenylpropan-2-ylcarbamate